N2-[4-[(1,1-dioxo-1,4-thiazinan-4-yl)methyl]phenyl]-N4-[2-(6-methyl-2-pyridyl)pyrimidin-4-yl]pyrimidine-2,4-diamine O=S1(CCN(CC1)CC1=CC=C(C=C1)NC1=NC=CC(=N1)NC1=NC(=NC=C1)C1=NC(=CC=C1)C)=O